beta-methoxy-N-butylpropionamide COCCC(=O)NCCCC